7-(hydroxymethyl)-1,1-dimethyl-3,4-dihydroisoquinoline-2-carboxylic acid tert-butyl ester C(C)(C)(C)OC(=O)N1C(C2=CC(=CC=C2CC1)CO)(C)C